N-(2,4-difluoro-3-(3-(2-hydroxyethoxy)quinoxaline-6-carbonyl)phenyl)-3-fluorobenzamide FC1=C(C=CC(=C1C(=O)C=1C=C2N=C(C=NC2=CC1)OCCO)F)NC(C1=CC(=CC=C1)F)=O